5-(8-(7-Acetyl-3-ethyl-5,6,7,8-tetrahydroimidazo[1,5-a]pyrazin-1-yl)isoquinolin-3-yl)-N-(((trans)-2-(2-(2,6-dioxopiperidin-3-yl)-1-oxoisoindolin-4-yl)cyclopropyl)methyl)picolinamide C(C)(=O)N1CC=2N(CC1)C(=NC2C=2C=CC=C1C=C(N=CC21)C=2C=CC(=NC2)C(=O)NC[C@H]2[C@@H](C2)C2=C1CN(C(C1=CC=C2)=O)C2C(NC(CC2)=O)=O)CC